OCC=1C(=NC=CC1C1=CN(C(C(=C1)NC1=NC=CC=C1)=O)C)N1N=CC2=C(C1=O)SC1=C2CCCC1 3-[3'-Hydroxymethyl-1-methyl-6-oxo-5-(pyridin-2-ylamino)-1,6-dihydro-[3,4']bipyridinyl-2'-yl]-6,7,8,9-tetrahydro-3H-benzo[4,5]thieno[2,3-d]pyridazin-4-one